FP[O-] fluorophosphinite